BrC1=CC(=C(O[C@H](C(=O)O)CC#C)C=C1)C(CC)(F)F (2S)-2-[4-bromo-2-(1,1-difluoropropyl)phenoxy]pent-4-ynoic acid